C(CCCCCCC)P(=O)O octyl-hypophosphorous acid